COC(=O)C1N(CC2=CC=CC=C12)C(=O)C1(CC1)C1=CC=C(C=C1)Cl 2-[1-(4-Chlorophenyl)cyclopropanecarbonyl]isoindoline-1-carboxylic acid methyl ester